3-chloro-N-(5-cyclopentyl-1H-pyrazol-3-yl)-5-methylpyridin-4-amine ClC=1C=NC=C(C1NC1=NNC(=C1)C1CCCC1)C